C(C)(C)N1CCN(CC1)[C@@H]1CN(CC1)C(=O)OC(C)(C)C tert-Butyl (S)-3-(4-isopropylpiperazin-1-yl)pyrrolidine-1-carboxylate